CC(C(CC=CC)C(=O)O)C(=O)O hept-5-ene-2,3-dicarboxylic acid